methyl 4'-(4-(((benzyloxy) carbonyl) amino) butyl)-[1,1'-biphenyl]-4-carboxylate C(C1=CC=CC=C1)OC(=O)NCCCCC1=CC=C(C=C1)C1=CC=C(C=C1)C(=O)OC